N-(6-(2H-1,2,3-triazol-2-yl)-5-(trifluoromethyl)pyridin-3-yl)-2-fluoro-8-methyl-8-(1-methyl-1H-pyrazol-4-yl)-7,8-dihydro-6H-cyclopenta[e]pyrazolo[1,5-a]pyrimidine-6-carboxamide N=1N(N=CC1)C1=C(C=C(C=N1)NC(=O)C1CC(C2=C1C=NC=1N2N=C(C1)F)(C=1C=NN(C1)C)C)C(F)(F)F